(R)-N-(5-((5-oxaspiro(3.4)octan-7-yl)methoxy)-1,3,4-thiadiazol-2-yl)-2'-chloro-5'-methoxy-6-methyl-(4,4'-bipyridine)-3-carboxamide C1CCC12OC[C@@H](C2)COC2=NN=C(S2)NC(=O)C=2C=NC(=CC2C2=CC(=NC=C2OC)Cl)C